COC([C@H](CCCCCCCC1=NC=2NCCCC2C=C1)N)=O (S)-2-amino-9-(5,6,7,8-tetrahydro-1,8-naphthyridin-2-yl)nonanoic acid methyl ester